C1(CCC1)N(C1=CC2=C(OCO2)C=C1I)C N-cyclobutyl-6-iodo-N-methylbenzo[d][1,3]dioxol-5-amine